NC1=C(C=C(C=N1)C=1C=NN(C1)C1CCN(CC1)C1CCC2(CCN(CC2)C(=O)C=2C=C(C=CC2)NC2C(NC(CC2)=O)=O)CC1)O[C@H](C)C1=C(C(=CC=C1Cl)F)Cl 3-((3-(9-(4-(4-(6-Amino-5-((R)-1-(2,6-dichloro-3-fluorophenyl)ethoxy)pyridin-3-yl)-1H-pyrazol-1-yl)piperidin-1-yl)-3-azaspiro[5.5]undecane-3-carbonyl)phenyl)amino)piperidine-2,6-dione